COCC(=O)NC1=CC=C(C=C1)NC=1C=2N(C=CN1)C(=CN2)C2=CC=C(C=C2)OC 2-methoxy-N-{4-[3-(4-methoxy-phenyl)-imidazo[1,2-a]Pyrazin-8-ylamino]-phenyl}-acetamide